O[C@H](C)C=1C=C(C(=O)N[C@@H]2COC3=C2C=CC(=C3)C3=NOC(=N3)COC)C=CC1 3-((R)-1-hydroxyethyl)-N-((S)-6-(5-(methoxymethyl)-1,2,4-oxadiazol-3-yl)-2,3-dihydrobenzofuran-3-yl)benzamide